2-(2,3-difluoro-6-(2-morpholinothiazol-4-yl)phenoxy)-N-(7-(4-(2-(2,6-dioxopiperidin-3-yl)-6-fluoro-1,3-dioxoisoindolin-5-yl)piperazin-1-yl)-7-oxoheptyl)acetamide FC1=C(OCC(=O)NCCCCCCC(=O)N2CCN(CC2)C=2C=C3C(N(C(C3=CC2F)=O)C2C(NC(CC2)=O)=O)=O)C(=CC=C1F)C=1N=C(SC1)N1CCOCC1